(1-(2-(((1H-pyrrolo[3,2-c]pyridin-2-yl)methyl)amino)-2-oxoethyl)-6-oxo-2-phenyl-1,6-dihydropyrimidin-5-yl)-4-(4-phenoxyphenyl)butanamide N1C(=CC=2C=NC=CC21)CNC(CN2C(=NC=C(C2=O)C(C(=O)N)CCC2=CC=C(C=C2)OC2=CC=CC=C2)C2=CC=CC=C2)=O